CN(C1CCC=2C1=NNC(C2C(F)(F)F)=O)CCC(N2CCN(CC2)C2=NC=C(C=N2)C(F)(F)F)=O 7-[methyl-[3-oxo-3-[4-[5-(trifluoromethyl)pyrimidin-2-yl]piperazin-1-yl]propyl]amino]-4-(trifluoromethyl)-2,5,6,7-tetrahydrocyclopenta[c]pyridazin-3-one